Cl.N1(C=NC=C1)S(=O)(=O)N=[N+]=[N-] imidazole-1-sulfonyl azide HCl